N-[[1-[2-(tert-butylamino)-2-oxo-ethyl]-2,2,6,6-tetradeuterio-4-piperidyl]methyl]-3-chloro-5-fluoro-benzamide C(C)(C)(C)NC(CN1C(CC(CC1([2H])[2H])CNC(C1=CC(=CC(=C1)F)Cl)=O)([2H])[2H])=O